C(C)(C)(C)OC(=O)N1C=CC2=CC=C(C=C12)CN1N=NC(=C1)C1=C2C=NN(C2=CC(=C1)OC)C1OCCCC1 6-((4-(6-methoxy-1-(tetrahydro-2H-pyran-2-yl)-1H-indazol-4-yl)-1H-1,2,3-triazol-1-yl)methyl)-1H-indole-1-carboxylic acid tert-butyl ester